4-(5-((5-(5-(aminomethyl)isoquinolin-4-yl)-4,6-dioxo-1-(3,4,5-trifluorobenzyl)-1,4,5,6-tetrahydro-1,3,5-triazin-2-yl)amino)-6-chloro-2-(2-methoxyethyl)-2H-indazol-4-yl)butanoic acid NCC1=C2C(=CN=CC2=CC=C1)N1C(N=C(N(C1=O)CC1=CC(=C(C(=C1)F)F)F)NC1=C(C2=CN(N=C2C=C1Cl)CCOC)CCCC(=O)O)=O